C(C(C(C(CCCC\C=C/CCCCCC)[2H])([2H])[2H])([2H])[2H])(=O)O palmitoleic acid-d5